3-(trifluoromethyl)piperidine-1-carbonitrile FC(C1CN(CCC1)C#N)(F)F